COCOC1=C(C=CC=C1)C1=CC2=C(N=N1)SC1=C2CC(CC1)NC(OC(C)(C)C)=O tert-butyl (3-(2-(methoxymethoxy)phenyl)-5,6,7,8-tetrahydrobenzo[4,5]thieno[2,3-c]pyridazin-6-yl)carbamate